1-((tert-Butoxycarbonyl)(methyl)amino)-4-methylisoquinoline-7-carboxylic acid methyl ester COC(=O)C1=CC=C2C(=CN=C(C2=C1)N(C)C(=O)OC(C)(C)C)C